C(#N)C=1C=C(C=CC1)C1=NN=C(O1)C(=O)N[C@@H]1C[C@H](N(C1)C(=O)OCCCC)C butyl (2R,4R)-4-(5-(3-cyanophenyl)-1,3,4-oxadiazole-2-carboxamido)-2-methylpyrrolidine-1-carboxylate